4-hydroxy-1-methoxy-5-methyl-3-[4-(trifluoromethyl)-2-pyridinyl]imidazolin-2-one OC1N(C(N(C1C)OC)=O)C1=NC=CC(=C1)C(F)(F)F